OC1=C(C=C(C=C1)N1C=2N(C(C=C1C)=O)N=C(C2C2=CC=CC=C2)C2=CC=CC=C2)[N+](=O)[O-] (4-hydroxy-3-nitrophenyl)-5-methyl-2,3-diphenylpyrazolo[1,5-a]Pyrimidin-7(4H)-one